2-methyl-N-[(1R,3S)-3-{[2-(trifluoromethyl)quinolin-4-yl]amino}cyclohexyl]-4H-thieno[3,2-b]pyrrole-5-carboxamide CC1=CC=2NC(=CC2S1)C(=O)N[C@H]1C[C@H](CCC1)NC1=CC(=NC2=CC=CC=C12)C(F)(F)F